ClC1=NN(C=C1I)CC 3-chloro-1-ethyl-4-iodo-1H-pyrazole